C(C)NC=1C=2N(C=C(C1)C=1N=NN(C1C)C1CCN(CC1)C(=O)C1(CN(C1)C(C=C)=O)F)N=CC2C#N 4-(ethylamino)-6-[1-[1-(3-fluoro-1-prop-2-enoyl-azetidine-3-carbonyl)-4-piperidyl]-5-methyl-triazol-4-yl]pyrazolo[1,5-a]pyridine-3-carbonitrile